(1r,3r)-3-(3,4-dimethylphenoxy)-N-((6-fluoroisoquinolin-5-yl)methyl)cyclobutane-1-amine hydrochloride Cl.CC=1C=C(OC2CC(C2)NCC2=C3C=CN=CC3=CC=C2F)C=CC1C